4-((2S,3R,4R,5R)-3-(3,4-difluoro-2-methoxyphenyl)-4,5-dimethyltetrahydrofuran-2-carboxamido)picolinamide FC=1C(=C(C=CC1F)[C@@H]1[C@H](O[C@@H]([C@@H]1C)C)C(=O)NC1=CC(=NC=C1)C(=O)N)OC